COC(=O)C1=CC2=C(N=C(N2C[C@H]2OCCC2)C)S1 (S)-methyl-2-methyl-1-((tetrahydrofuran-2-yl) methyl)-1H-thieno[2,3-d]imidazole-5-carboxylate